FC=1C=C2CCNCC2=CC1NC1=NC=C(C(=N1)N1OCCC1C1=CC=CC=C1)C(F)(F)F 6-fluoro-N-(4-(3-phenylisoxazolidin-2-yl)-5-(trifluoromethyl)pyrimidin-2-yl)-1,2,3,4-Tetrahydroisoquinolin-7-amine